C(#N)C=1SC(=CN1)S(=O)(=O)N(C(C(F)(F)F)C1=CC=C(C=C1)F)CC 2-Cyano-N-ethyl-N-(2,2,2-trifluoro-1-(4-fluorophenyl)ethyl)thiazole-5-sulfonamide